ClC=1C(N(N=CC1NCC1NCCOC1)C1=CC=C(C=C1)C1CCCC1)=O 4-chloro-2-(4-cyclopentylphenyl)-5-(morpholin-3-ylmethylamino)pyridazin-3-one